N2-(3-methyl-1-((2-(trimethylsilyl)ethoxy)methyl)-1H-pyrrolo[2,3-b]pyridin-5-yl)pyridine-2,3-diamine CC1=CN(C2=NC=C(C=C21)NC2=NC=CC=C2N)COCC[Si](C)(C)C